3-(4-AMINOPHENYL)PYRIDINE-4-CARBALDEHYDE NC1=CC=C(C=C1)C=1C=NC=CC1C=O